(1S,4S)-4-(2,5-dimethyl-1H-pyrrol-1-yl)-1-isopropylcyclopent-2-ene-1-carboxylic acid CC=1N(C(=CC1)C)[C@@H]1C=C[C@@](C1)(C(=O)O)C(C)C